5-[2-(4-Chloro-quinoline-8-sulfonylamino)-phenylethynyl]-pyridine-2-carboxylic acid ClC1=CC=NC2=C(C=CC=C12)S(=O)(=O)NC1=C(C=CC=C1)C#CC=1C=CC(=NC1)C(=O)O